3-(prop-2-enyltrisulfanyl)prop-1-ene C(C=C)SSSCC=C